5-[(3S)-5-fluoro-3-{[(1-fluorocyclopropyl)methyl]amino}-7-hydroxy-3,4-dihydro-2H-1-benzothiopyran-6-yl]-1λ6,2,5-thiadiazolidine-1,1,3-trione FC1=C(C(=CC2=C1C[C@@H](CS2)NCC2(CC2)F)O)N2CC(NS2(=O)=O)=O